3-bromo-N-(3-chloro-4-cyanophenyl)-2-hydroxy-2-methylpropanamide BrCC(C(=O)NC1=CC(=C(C=C1)C#N)Cl)(C)O